(R)-2-(3-(4-amino-3-(4-(3,4-dichlorophenoxy)-3-methoxyphenyl)-1H-pyrazolo-[3,4-d]pyrimidin-1-yl)piperidine-1-carbonyl)-4,4-dimethylpent-2-enenitrile NC1=C2C(=NC=N1)N(N=C2C2=CC(=C(C=C2)OC2=CC(=C(C=C2)Cl)Cl)OC)[C@H]2CN(CCC2)C(=O)C(C#N)=CC(C)(C)C